(±)-cis-4-bromo-2-(4-(methoxycarbonyl)phenyl)piperidine-1-carboxylic acid benzyl ester C(C1=CC=CC=C1)OC(=O)N1[C@H](C[C@H](CC1)Br)C1=CC=C(C=C1)C(=O)OC |r|